(S)-3-((1-(4-fluorophenyl)ethyl)amino)isonicotinic acid methyl ester COC(C1=C(C=NC=C1)N[C@@H](C)C1=CC=C(C=C1)F)=O